Oleoylurea C(CCCCCCC\C=C/CCCCCCCC)(=O)NC(=O)N